N[N+]1=C(C(=NC(=C1)Br)Br)N 1,2-diamino-3,5-dibromopyrazin-1-ium